3-(4-methylthiazol-yl)-6-(3-phenylpropoxy)-2-(pyridin-3-yl)-1H-inden-1-one CC=1N=C(SC1)C1=C(C(C2=CC(=CC=C12)OCCCC1=CC=CC=C1)=O)C=1C=NC=CC1